FC1(CC2CC(CC(C1)N2C)C=2SC1=C(N2)C=C(C=C1)[C@@H]1NC[C@H](CC1)C)F 2-(7,7-difluoro-9-methyl-9-azabicyclo[3.3.1]nonan-3-yl)-5-[(2R,5S)-5-methyl-2-piperidyl]-1,3-benzothiazole